1-methyldimethoxysilyl-6-(dimethylamino)(methyldiethoxysilylpropylamino)methylsilylhexane C[Si](C(CCCCCN(C)C)[SiH2]CNCCC[Si](OCC)(OCC)C)(OC)OC